(4-(cyclohexyloxy)butanoyl)glycine C1(CCCCC1)OCCCC(=O)NCC(=O)O